peroxy dicarbonate C1(=O)OOOOC(O1)=O